(S)-1-(6,7-dichloro-8-methoxy-1-methyl-4-(1-(methylsulfonyl)piperidin-4-yl)-1,3-dihydro-2H-pyrrolo[3,4-c]quinolin-2-yl)-2-hydroxyethan-1-one ClC1=C(C(=CC=2C3=C(C(=NC12)C1CCN(CC1)S(=O)(=O)C)CN([C@H]3C)C(CO)=O)OC)Cl